C1(CC1)CN1C(NC2=C(C(=CC=C2C1=O)CN1CCN(CC1)C=1C=CC(=NC1F)C(=O)NC)F)=O 5-(4-((3-(cyclopropylmethyl)-8-fluoro-2,4-dioxo-1,2,3,4-tetrahydroquinazolin-7-yl)methyl)piperazin-1-yl)-6-fluoro-N-methylpicolinamide